COC(C=1C(C(=O)OC)=CC(=CC1)NC1=C(N=C2N1C=CC=C2)C2=CC=CC=C2)=O.N(=C=O)C2C(CCCC2)CCCN=C=O 1-isocyanato-2-(3-isocyanatopropyl)cyclohexane dimethyl-4-((2-phenylimidazo[1,2-a]pyridin-3-yl)amino)phthalate